C[C@H]1N(CCOC1)C=1N=C2N(C(C1)=O)CC[C@H](N2CC(=O)C2(CCOCC2)C)C(F)(F)F (S)-2-((R)-3-Methyl-morpholin-4-yl)-9-[2-(4-methyl-tetrahydro-pyran-4-yl)-2-oxo-ethyl]-8-trifluoromethyl-6,7,8,9-tetrahydro-pyrimido[1,2-a]-pyrimidin-4-one